NC=1C(=NC(=NC1C1=C2C=NN(C2=CC=C1C)C1OCCCC1)[Sn](CCCC)(CCCC)CCCC)C(=O)OCC ethyl 5-amino-6-(5-methyl-1-(tetrahydro-2H-pyran-2-yl)-1H-indazol-4-yl)-2-(tributylstannyl)pyrimidine-4-carboxylate